NC=1N=C(SC1C(=O)C=1C=NC(=CC1)N1CCC(CC1)C1COC1)N(C1=CC=C(C=C1)F)C(C(=O)N)C (N-[4-amino-5-[6-[4-(oxetan-3-yl)-1-piperidinyl]pyridine-3-carbonyl]thiazol-2-yl]-4-fluoro-anilino)propanamide